CC=1C(NC(N(C1)C=1C=NN2C1C=C(C=C2)C[C@H]2C[C@@H](NCC2)C)=O)=O 5-methyl-1-(5-(((2S,4R)-2-methylpiperidin-4-yl)methyl)pyrazolo[1,5-a]pyridin-3-yl)pyrimidine-2,4(1H,3H)-dione